C(=O)(O)CCC1=C(C(OC2=CC=CC=C12)O)O carboxyethyl-hydroxychromenol